1-(5-methylfuran-2-yl)-4-propionylpiperazin-2-one CC1=CC=C(O1)N1C(CN(CC1)C(CC)=O)=O